Cl.Cl.FC1=C2CN(C(C2=CC(=C1)C1=CC=C(C=C1)CN1CCNCC1)=O)CC(=O)NC=1SC=CN1 2-[4-fluoro-1-oxo-6-[4-(piperazin-1-ylmethyl)phenyl]Isoindolin-2-yl]-N-thiazol-2-yl-acetamide dihydrochloride